(E)-N-(4-(decylamino)-4-oxobut-2-en-2-yl)-N,N-dimethyloctan-1-aminium chloride [Cl-].C(CCCCCCCCC)NC(/C=C(\C)/[N+](CCCCCCCC)(C)C)=O